N-(3-fluoro-4-{6-methoxy-7-[3-(4-methyl-1-piperidinyl)propoxy]quinolin-4-yloxy}phenyl)-3-oxo-4-(4-bromophenyl)-3,4-dihydropyrazine-2-carboxamide FC=1C=C(C=CC1OC1=CC=NC2=CC(=C(C=C12)OC)OCCCN1CCC(CC1)C)NC(=O)C1=NC=CN(C1=O)C1=CC=C(C=C1)Br